N[C@H](C(=O)N1[C@@H](C[C@H](C1)O)C(=O)N[C@@H](CO)C1=CC2=CC=CC=C2C=C1)C(C)(C)C (2S,4R)-1-((S)-2-amino-3,3-dimethylbutyryl)-4-hydroxy-N-((R)-2-hydroxy-1-(naphth-2-yl)ethyl)pyrrolidine-2-carboxamide